2-[2-(tert-butoxy-carbonyl-amino)ethoxy]acetic acid C(C)(C)(C)OC(=O)NCCOCC(=O)O